((Piperazin-1,4-diylbis(ethan-2,1-diyl))bis(azantriyl))tetrakis(ethan-2,1-diyl)tetrakis(2-hexyldecanoat) N1(CCN(CC1)CCN(CCC(C(=O)[O-])(CCCCCCCC)CCCCCC)CCC(C(=O)[O-])(CCCCCCCC)CCCCCC)CCN(CCC(C(=O)[O-])(CCCCCCCC)CCCCCC)CCC(C(=O)[O-])(CCCCCCCC)CCCCCC